Rac-N-[(1S,2S,3R,5R)-2-fluoro-8-azabicyclo[3.2.1]oct-3-yl]carbamic acid benzyl ester C(C1=CC=CC=C1)OC(N[C@H]1[C@H]([C@@H]2CC[C@H](C1)N2)F)=O |r|